C[C@H](CC=C)N(C(OC(C)(C)C)=O)S(NC[C@H]1OCCC1)(=O)=O TERT-BUTYL N-((R)-PENT-4-EN-2-YL)-N-(((S)-TETRAHYDROFURAN-2-YL)METHYL)SULFAMOYLCARBAMATE